C(#N)C1=CC=CC=2CCN(CCC21)C2=CC=CC(=N2)N2CCN(CC2)CC2=NC1=C(N2C[C@H]2OCC2)C=C(C=C1)C(=O)O (S)-2-((4-(6-(6-cyano-1,2,4,5-tetrahydro-3H-benzo[d]azepin-3-yl)pyridin-2-yl)piperazin-1-yl)methyl)-1-(oxetan-2-ylmethyl)-1H-benzo[d]imidazole-6-carboxylic acid